N-(4-((7-cyano-1-methyl-2-((1-methyl-2-oxo-5-(trifluoromethyl)-1,2-dihydropyridin-3-yl)amino)-1H-imidazo[4,5-b]pyridin-6-yl)oxy)pyridin-2-yl)pyrrolidine-1-carboxamide C(#N)C1=C2C(=NC=C1OC1=CC(=NC=C1)NC(=O)N1CCCC1)N=C(N2C)NC=2C(N(C=C(C2)C(F)(F)F)C)=O